N-(4-(1-methyl-1H-pyrazol-4-yl)benzyl)-6-(7-(3-(pyrrolidin-1-yl)propoxy)imidazo[1,2-a]pyridin-3-yl)pyrimidin-4-amine CN1N=CC(=C1)C1=CC=C(CNC2=NC=NC(=C2)C2=CN=C3N2C=CC(=C3)OCCCN3CCCC3)C=C1